Dodecyl (4-nitrophenyl) carbonate C(OCCCCCCCCCCCC)(OC1=CC=C(C=C1)[N+](=O)[O-])=O